7-(3-(6-amino-4-methylpyridin-3-yl)-7,8-dihydro-1,6-naphthyridin-6(5H)-yl)-8-methyl-4H-pyrimido[1,2-b]pyridazin-4-one NC1=CC(=C(C=N1)C=1C=NC=2CCN(CC2C1)C=1C(=CC=2N(N1)C(C=CN2)=O)C)C